CC=1N=CC(=NC1)C(=O)NCC1=CC=C(C=C1)NC(OCC1=CC=C(C=C1)Cl)=O 4-chlorobenzyl (4-((5-methylpyrazine-2-carboxamido)meth-yl)phenyl)carbamate